tert-butyl-1-oxo-7-azaspiro[3.5]nonane-7-carboxylate C(C)(C)(C)OC(=O)N1CCC2(CCC2=O)CC1